FC1=C(C=CC=C1N1CCN(CC1)C)C1=NNC=2C1=NN(C(C2)=O)C2=C(C=CC=C2OC)F 3-(2-fluoro-3-(4-methylpiperazin-1-yl)phenyl)-5-(2-fluoro-6-methoxyphenyl)-1H-pyrazolo[4,3-c]pyridazin-6(5H)-one